C1(=CC=CC2=CC=CC=C12)C(=O)ON amino naphthalate